NC1=NC=C(C2=C1C(=C(N2C)C2=CC=C(C=C2)NC(=O)C(=C)F)C2=CC(=C(C(=O)NCC1(CC1)F)C=C2)OC)Br 4-(4-amino-7-bromo-2-{4-[(2-fluoroacrylamino)]phenyl}-1-methylpyrrolo[3,2-c]pyridin-3-yl)-N-[(fluorocyclopropyl)methyl]-2-methoxybenzamide